Cl.N1C=CC2=CC=C(C=C12)C1=C(NC=2C1=NC=CC2)C2=C(C=NC=C2)OCCNC 2-({4-[3-(1H-indol-6-yl)-1H-pyrrolo[3,2-b]pyridin-2-yl]pyridin-3-yl}oxy)-N-methylethanamine hydrochloride